(3S)-5,6-dichloro-1'-(1H-pyrazol-3-yl)-1H-spiro[indole-3,3'-pyrrolidin]-2-one ClC=1C=C2C(=CC1Cl)NC([C@]21CN(CC1)C1=NNC=C1)=O